(1R,2S)-1-(6-bromo-2-methoxyquinolin-3-yl)-4-(dimethylamino)-2-(4-cyclopropylphenyl)-1-phenylbutan-2-ol BrC=1C=C2C=C(C(=NC2=CC1)OC)[C@H]([C@](CCN(C)C)(O)C1=CC=C(C=C1)C1CC1)C1=CC=CC=C1